2-methylpropane-2-sulfinic acid (2-bromo-ethyl)-amide BrCCNS(=O)C(C)(C)C